NC1=C(C(=NC=N1)OC1=CC(=C(C=C1)NC(=O)NC1=CC(=NN1C1=CC=C(C=C1)F)C(C)(C)C)F)C#N 1-(4-((6-amino-5-cyanopyrimidin-4-yl)oxy)-2-fluorophenyl)-3-(3-(tert-butyl)-1-(4-fluorophenyl)-1H-pyrazol-5-yl)urea